CC1=C(C=C(C(=C1)C=O)C)C=O 2,5-dimethyl-benzene-1,4-dicarboxaldehyde